BrC=1SC(=CN1)CN(C(OC(C)(C)C)=O)C1=CC(=NC=C1)C(F)(F)F tert-butyl ((2-bromothiazol-5-yl)methyl)(2-(trifluoromethyl)pyridin-4-yl)carbamate